FC(O[C@@H]1[C@H](CNC1)C(=O)OC)F methyl (3S,4R)-4-(difluoromethoxy)pyrrolidine-3-carboxylate